N1C(=CC=2C1=CN=CC2)C2=CC=C(C=C2)C=2C=C(N)C=CC2 3-[4-(1H-pyrrolo[2,3-c]pyridin-2-yl)phenyl]aniline